FC(OC=1C=CC(=NC1)N1C(SC=2N(C(C(=CC21)C#N)=O)C)C)(F)F (3ar,7ar)-1-[5-(trifluoromethoxy)-2-pyridinyl]-2,4-dimethyl-5-oxo-4H,5H-[1,3]thiazolo[5,4-b]pyridine-6-carbonitrile